1-(2-Benzylpyrrolidin-1-yl)-7-Methoxy-9H-β-Carboline C(C1=CC=CC=C1)C1N(CCC1)C1=NC=CC=2C3=CC=C(C=C3NC12)OC